Furano[2,3-c]pyran O1C=CC2=C1COC=C2